bis(3-(trifluoromethyl)-5-(2-pyridyl)-pyrazolate) platinum (II) [Pt+2].FC(C1(N=NC(=C1)C1=NC=CC=C1)C(=O)[O-])(F)F.FC(C1(N=NC(=C1)C1=NC=CC=C1)C(=O)[O-])(F)F